C(C)(C)(C)C1N(CC1OC=1C=C2C(=NC=NC2=CC1OC)Cl)C(=O)O tert-butyl-3-((4-chloro-7-methoxyquinazolin-6-yl)oxy)azetidine-1-carboxylic acid